C12(CC3CC(CC(C1)C3)C2)C(CCCCC)=O 1-(adamantan-1-yl)hexan-1-one